1-Undecyl-3-ethylpyrrolium fluorid [F-].C(CCCCCCCCCC)[NH+]1C=C(C=C1)CC